1,4,7-trisaminoheptane NCCCC(CCCN)N